ethylene glycol tetra(3-mercaptopropionate) SCCC(=O)O.SCCC(=O)O.SCCC(=O)O.SCCC(=O)O.C(CO)O